CN1N=CC2=CC=C(C=C12)C[C@@H]1CC[C@H](CC1)C(=O)OC methyl trans-4-[(1-methylindazol-6-yl)methyl]cyclohexanecarboxylate